ClC=1C=CC2=C([C@@H](C[C@@H](O2)C(=O)NC23CC(C2)(C3)NC(=O)C3=NC=CC=C3)O)C1 N-(3-{[(2R,4R)-6-chloro-4-hydroxy-3,4-dihydro-2H-1-benzopyran-2-carbonyl]amino}bicyclo[1.1.1]pentan-1-yl)pyridine-2-carboxamide